(2S)-1-(5-fluorobenzofuran-2-yl)sulfonylpyrrolidine-2-carboxylic acid FC=1C=CC2=C(C=C(O2)S(=O)(=O)N2[C@@H](CCC2)C(=O)O)C1